(E)-3-(4-hydroxyphenyl)-1-(5-hydroxy-2,2-dimethyl-2H-benzopyran-6-yl)prop-2-en-1-one OC1=CC=C(C=C1)/C=C/C(=O)C=1C=CC2=C(C=CC(O2)(C)C)C1O